COC1=CC=C(C=C1)CC(=O)N1C[C@@H](CC[C@@H]1C)C(=O)O (3R,6S)-1-(2-(4-methoxyphenyl)acetyl)-6-methylpiperidine-3-carboxylic acid